FC(C1(CC(=CC=C1)C(F)(F)F)C1=C(C#N)C=CC=C1)(F)F 2-(1,3-ditrifluoromethylphenyl)benzonitrile